tert-butyl (2R,5S)-4-(7-benzyl-2-chloro-6,8-dihydro-5H-pyrido[3,4-d]pyrimidin-4-yl)-2,5-dimethyl-piperazine-1-carboxylate C(C1=CC=CC=C1)N1CC=2N=C(N=C(C2CC1)N1C[C@H](N(C[C@@H]1C)C(=O)OC(C)(C)C)C)Cl